3-((5-(cinnolin-6-yl)-4-methoxy-7H-pyrrolo[2,3-d]pyrimidin-2-yl)amino)-1-methylcyclobutan-1-ol N1=NC=CC2=CC(=CC=C12)C1=CNC=2N=C(N=C(C21)OC)NC2CC(C2)(O)C